4,6-dichloroisoindolin-1-one ClC1=C2CNC(C2=CC(=C1)Cl)=O